pentafluoropropionic acid anion FC(C(C(=O)[O-])(F)F)(F)F